C(C(=C)C)(=O)OCC[NH+](C)C methacryloyloxyethyl-dimethylammonium